CC1=NC2=C(N1)C=C(C=C2)C2=CC=C(C=C2)C2=C(C=CC=C2)CN2CCC(CC2)C 2-Methyl-6-(2'-((4-MethylAzinan-1-yl)Methyl)-[1,1'-Biphenyl]-4-yl)-1H-benzo[d]Imidazol